BrC1=CC=C(C=C1)N=S1(CCCCC1)=O ((4-bromophenyl)imino)hexahydro-1λ6-Thiopyran-1-oxide